BrC=1C=C2C(=C(NC2=C(C1)F)C1=CC=C(C=C1)F)CCC(=O)O 3-[5-bromo-7-fluoro-2-(4-fluorophenyl)-1H-indol-3-yl]Propionic acid